FC1=C(C(=NC(=N1)C(=O)N)F)F trifluoropyrimidineamide